C(C)OC(CC1CN(CCC1)C(C(C)OC1=CC=C2C(=CC(OC2=C1)=O)C1=C(C=CC=C1)C)=O)=O 2-[1-[2-[4-(o-tolyl)-2-oxo-chromen-7-yl]oxypropionyl]-3-piperidinyl]acetic acid ethyl ester